(S)-3-(1-(3-(pyrrolidin-1-yl)propyl)pyrrolidin-2-yl)pyridine N1(CCCC1)CCCN1[C@@H](CCC1)C=1C=NC=CC1